2,4'-bipyrimidine N1=C(N=CC=C1)C1=NC=NC=C1